C(C)(C)(C)OC(=O)N1C=CC2=C(C(=CC(=C12)C)OC)CN1[C@H](C[C@@H](CC1)N1C(CCC1)=O)C1=CC=C(C=C1)C(=O)OC |r| (±)-5-methoxy-4-(((trans)-2-(4-(methoxycarbonyl)phenyl)-4-(2-oxopyrrolidin-1-yl)piperidin-1-yl)methyl)-7-methyl-1H-indole-1-carboxylic acid tert-butyl ester